FC1=CC=C(C(=O)N2[C@@H](C=3N(CC2)C(=NC3N3C(CN(CC3)C(=O)[O-])=O)C3=NC(=NS3)C)C)C=C1 (R)-4-(7-(4-Fluorobenzoyl)-8-methyl-3-(3-methyl-1,2,4-thiadiazol-5-yl)-5,6,7,8-Tetrahydroimidazo[1,5-a]pyrazin-1-yl)-3-oxopiperazine-1-carboxylate